OC(C)OC(=O)N1CCCC1 (1-hydroxyethyl)pyrrolidine-1-carboxylate